ONC(CC1C(N(C2=CC=CC=C12)C1CCN(CC1)C1CCC(CC1)=C(C)C)=O)=O N-hydroxy-2-(2-oxo-1-(1-(4-(propan-2-ylidene)cyclohexyl)piperidin-4-yl)indolin-3-yl)acetamide